NC([C@H](CCC(=O)OC(C)(C)C)N1C(C2=CC=C(C=C2C1)B1OC(C(O1)(C)C)(C)C)=O)=O tert-Butyl (S)-5-amino-5-oxo-4-(1-oxo-5-(4,4,5,5-tetramethyl-1,3,2-dioxaborolan-2-yl)isoindolin-2-yl)pentanoate